COC=1C(=NC=NC1OCC(F)(F)F)C#N 5-methoxy-6-(2,2,2-trifluoroethoxy)pyrimidine-4-carbonitrile